4-bromo-1-(fluoromethyl)pyridin-2(1H)-one BrC1=CC(N(C=C1)CF)=O